COC(=O)C=1N=C(SC1C)Br Methyl-2-Bromo-5-methyl-thiazole-4-carboxylate